C1=CC=CC=2C3=CC=CC=C3C(C12)COC(=O)N([C@@H]1C(N(CC\C=C/C1)[C@H](C(=O)N(CC(=O)O)C)CC1CCCCC1)=O)C N-((S)-2-((S,Z)-3-((((9H-fluoren-9-yl)methoxy)carbonyl)(methyl)amino)-2-oxo-3,4,7,8-tetrahydroazocin-1(2H)-yl)-3-cyclohexylpropanoyl)-N-methylglycine